β-hydroxyacrylate OC=CC(=O)[O-]